COCCN1N=CC(=C1)B1OC(C(O1)(C)C)(C)C 1-(2-methoxyethyl)-4-(4,4,5,5-tetramethyl-1,3,2-dioxaborolan-2-yl)pyrazole